O1CCN(CC1)C[Si](OC)(OC)OC (2,3,5,6-Tetrahydro-1,4-oxazin-4-yl)methyltri-methoxysilan